2-[3-(1-aminoethyl)-5-(trifluoromethyl)phenyl]propan-2-ol NC(C)C=1C=C(C=C(C1)C(F)(F)F)C(C)(C)O